N1(N=CC=C1)C=1C=NC2=CC=C(C=C2N1)C(=O)C=1C(=C(C=CC1)NC(=O)NC1=CC(=C(C=C1)F)F)F 1-(3-(3-(1H-pyrazol-1-yl)quinoxaline-6-carbonyl)-2-fluorophenyl)-3-(3,4-difluorophenyl)urea